L-α-aspartyl-L-prolyl-L-valyl-trifluoroacetic acid N[C@@H](CC(O)=O)C(=O)N1[C@@H](CCC1)C(=O)N[C@@H](C(C)C)C(=O)OC(C(F)(F)F)=O